C1NCC12CN(CCC2)CC(=O)N 2-(2,6-diazaspiro[3.5]nonan-6-yl)acetamide